COC1=C2C(=NNC2=CC=C1C(C(F)(F)F)OC)N 4-Methoxy-5-(2,2,2-trifluoro-1-methoxyethyl)-1H-indazol-3-amine